COC(=O)C1N(CC(C1)C1=CC(=C(C=C1)OC(F)F)OCC1CC1)C(C(=O)OCC)=O 4-(3-(cyclopropylmethoxy)-4-(difluoromethoxy)phenyl)-1-(2-ethoxy-2-oxoacetyl)pyrrolidine-2-carboxylic acid methyl ester